C(CCC)OP(=S)(SCCCC)SCCCC tributylphosphorotrithioate